7-(2,5-dimethylphenyl)-1H-indole-2-carboxylic acid CC1=C(C=C(C=C1)C)C=1C=CC=C2C=C(NC12)C(=O)O